(2S,4R)-1-(3-cyano-4,6-dimethyl-2-pyridyl)-N-ethyl-4-hydroxy-N-(m-tolyl)pyrrolidine-2-carboxamide C(#N)C=1C(=NC(=CC1C)C)N1[C@@H](C[C@H](C1)O)C(=O)N(C=1C=C(C=CC1)C)CC